3-Morpholinosulfonyl-4-(8,8,8-trifluorooctylamino)benzoic acid O1CCN(CC1)S(=O)(=O)C=1C=C(C(=O)O)C=CC1NCCCCCCCC(F)(F)F